2-(2-thienyl)ethanol S1C(=CC=C1)CCO